(R)-4-((6'-Chloro-5-(difluoromethyl)-[2,3'-bipyridin]-4'-yl)amino)butan-2-ol ClC1=CC(=C(C=N1)C1=NC=C(C=C1)C(F)F)NCC[C@@H](C)O